6-[2-(cyclopropylcarbamoyl)phenyl]sulfanyl-3-[(trans)-2-[5-[2-(1-piperidyl)ethoxy]-2-pyridyl]Vinyl]indazole-1-carboxylic acid tert-butyl ester C(C)(C)(C)OC(=O)N1N=C(C2=CC=C(C=C12)SC1=C(C=CC=C1)C(NC1CC1)=O)\C=C\C1=NC=C(C=C1)OCCN1CCCCC1